N,N-dipropylpropionamide C(CC)N(C(CC)=O)CCC